3-fluoro-3-(4-fluorobenzyl)-1-methylindolin-2-one FC1(C(N(C2=CC=CC=C12)C)=O)CC1=CC=C(C=C1)F